monochlorobenzylammonium monochlorate Cl(=O)(=O)[O-].Cl[NH2+]CC1=CC=CC=C1